C(C)N1C(=NC2=CC=C(C=C2C1=O)F)[C@@H](CCC)N1CCN(CCC1)CC (R)-3-ethyl-2-(1-(4-ethyl-1,4-diazepan-1-yl)butyl)-6-fluoroquinazolin-4(3H)-one